2-{[1,1'-bi(cyclopropane)]-2-yl}-4,4,5,5-tetramethyl-1,3,2-dioxaborolane C1(C(C1)B1OC(C(O1)(C)C)(C)C)C1CC1